FC1=C(C=CC(=C1)F)[C@@H]1N(OCC1)C1=CC(=NC=N1)NC=1C(=CC(=C(C1)NC(C=C)=O)N1CCN(CC1)C1COC1)OC N-(5-((6-((R)-3-(2,4-difluorophenyl)isoxazolidine-2-yl)pyrimidine-4-yl)amino)-4-methoxy-2-(4-(oxetane-3-yl)piperazine-1-yl)phenyl)acrylamide